FC(OC=1C=NC(=NC1)N[C@@H]1C[C@H](CC1)NNC1=CC=C(C=N1)C1=CN(C2=CC=CC=C2C1=O)C(=O)OCC)F ethyl 3-(6-(((1S,3S)-3-((5-(difluoromethoxy)pyrimidin-2-yl)amino)cyclopentyl)aminoamino) pyridin-3-yl)-4-oxo-4H-quinoline-1-carboxylate